C(OCCOCCOCCOCCOCCOCCOCCO)NC1=CC=C(C=C1)C[C@@H](C(=O)NC1=CC=C(C(=O)O)C=C1)NC(\C=C\C1=C(C(=CC=C1N1N=NN=C1)Cl)F)=O (S,E)-4-(3-(4-((2,5,8,11,14,17,20,23-octaoxatricosyl)amino)phenyl)-2-(3-(3-Chloro-2-fluoro-6-(1H-tetrazol-1-yl)phenyl)acrylamido)propionamido)benzoic acid